tert-butyl 4-(2-butyl-4-(tert-butylamino)-1-((tetrahydro-2H-pyran-4-yl) methyl)-1H-imidazo[4,5-d]thieno[3,2-b]pyridin-7-yl)-3,6-dihydropyridine-1(2H)-carboxylate C(CCC)C1=NC=2C(=C3C(=NC2NC(C)(C)C)C=C(S3)C=3CCN(CC3)C(=O)OC(C)(C)C)N1CC1CCOCC1